5-hydroxy-1,2,3,4-tetrahydronaphthalene OC1=C2CCCCC2=CC=C1